tert-Butyl (2R,5S)-4-(6-fluoro-7-(2-fluorophenyl)-1-(2-isopropyl-4-methylpyridin-3-yl)-2-oxo-1,2-dihydropyrido[2,3-d]pyrimidin-4-yl)-2,5-dimethylpiperazine-1-carboxylate FC1=CC2=C(N(C(N=C2N2C[C@H](N(C[C@@H]2C)C(=O)OC(C)(C)C)C)=O)C=2C(=NC=CC2C)C(C)C)N=C1C1=C(C=CC=C1)F